[(E)-[[3-[2-[[3-[(2-acetylpyrazole-3-carbonyl)amino]phenyl] sulfonylamino]-2-(1,3-benzothiazol-2-yl)ethyl] phenyl]-amino-methylene]amino] acetate C(C)(=O)O/N=C(/N)\C1=CC(=CC=C1)CC(C=1SC2=C(N1)C=CC=C2)NS(=O)(=O)C2=CC(=CC=C2)NC(=O)C=2N(N=CC2)C(C)=O